1-hydroxy-2-methylpropyl α-chloroacrylate ClC(C(=O)OC(C(C)C)O)=C